(3-formyl-pyridine-2-yl)boric acid C(=O)C=1C(=NC=CC1)OB(O)O